di-(4-tertiary butylcyclohexyl)peroxydicarbonate C(C)(C)(C)C1CCC(CC1)OC(=O)OOC(=O)OC1CCC(CC1)C(C)(C)C